[O-2].[O-2].[O-2].[Fe+2].[Li+] lithium iron tri-oxide